5-((7-(5-(2-(2-ethylpyridin-3-yl)-4-fluorophenoxy)pyrimidin-4-yl)-2,7-diazaspiro[4.4]nonan-2-yl)methyl)-1,3-dihydro-2H-benzo[d]imidazol-2-one C(C)C1=NC=CC=C1C1=C(OC=2C(=NC=NC2)N2CC3(CCN(C3)CC3=CC4=C(NC(N4)=O)C=C3)CC2)C=CC(=C1)F